(cyclopropyl-(3-phenyl-1-p-toluenesulfonyl-1H-indolyl)methyl)diphenylphosphine oxide C1(CC1)C(C=1N(C2=CC=CC=C2C1C1=CC=CC=C1)S(=O)(=O)C1=CC=C(C)C=C1)P(C1=CC=CC=C1)(C1=CC=CC=C1)=O